methyl 4-(1-methoxy-1,3-dioxo-3-(tetrahydro-2H-pyran-4-yl)propan-2-yl)benzoate COC(C(C(C1CCOCC1)=O)C1=CC=C(C(=O)OC)C=C1)=O